(7-bromo-1-(4-(trifluoromethyl)phenyl)-1,2,3,4-tetrahydro-1,5-naphthyridin-3-yl)methanamine BrC1=CN=C2CC(CN(C2=C1)C1=CC=C(C=C1)C(F)(F)F)CN